[O-2].[O-2].[V+4] Vanadium-dioxide